(S)-4-(3-(1-(5-fluoro-3-methylbenzofuran-2-yl)-2-methylpropyl)ureido)-1H-pyrazole-1-carboxylic acid tert-butyl ester C(C)(C)(C)OC(=O)N1N=CC(=C1)NC(=O)N[C@@H](C(C)C)C=1OC2=C(C1C)C=C(C=C2)F